CN1C(C=C(C2=CC(=CC=C12)OCCCCCC(=O)O)C)(C)C 6-((1,2,2,4-tetramethyl-1,2-dihydroquinolin-6-yl)oxy)hexanoic acid